FC=1C=C(OC2=CC=C(C=C2)NC(OCC=2C(=C3C(N(CC3=CC2)C2C(NC(CC2)=O)=O)=O)OC)=O)C=C(C1)F [2-(2,6-dioxopiperidin-3-yl)-4-methoxy-3-oxo-2,3-dihydro-1H-isoindol-5-yl]methyl N-[4-(3,5-difluorophenoxy)phenyl]carbamate